C(C)(C)(C)OC(CCC(C(=O)N)N1C(C2=CC=C(C=C2C1)Br)=O)=O 5-amino-4-[(2S)-5-bromo-1-oxo-isoindolin-2-yl]-5-oxo-pentanoic acid tert-butyl ester